3'-(5-Cyclopropyl-3-(2,6-dichlorophenyl)isoxazol-4-yl)-8-azaspiro[bicyclo[3.2.1]octan-3,1'-cyclobutan] C1(CC1)C1=C(C(=NO1)C1=C(C=CC=C1Cl)Cl)C1CC2(C1)CC1CCC(C2)N1